C(C)(C)(C)OC(=O)N1CC2=CC=C(C=C2CC1)C(NC1=CC(=C(C=C1)Br)C)=O 6-(4-bromo-3-methyl-phenylcarbamoyl)-3,4-dihydro-1H-isoquinoline-2-carboxylic acid tert-butyl ester